N-[[6-(3,4-Difluoroanilino)-2-pyridyl]sulfonyl]-2-(2,2,4-trimethylpyrrolidin-1-yl)pyridin-3-carboxamid FC=1C=C(NC2=CC=CC(=N2)S(=O)(=O)NC(=O)C=2C(=NC=CC2)N2C(CC(C2)C)(C)C)C=CC1F